C(=O)(C=C)CN(C)N acryl-aminodimethyl-amine